ClC1=NC=C(C(=C1)N1CCC(CC1)C(=O)O)F 1-(2-chloro-5-fluoropyridin-4-yl)piperidine-4-carboxylic acid